CC1=CC=C(C=C1)CCCC(=O)O 4-(p-methylphenyl)butanoic acid